N=1C=CC=2C1C(NCCC2)=O 6H,7H,8H-pyrrolo[2,3-c]azepin-8-one